2,3-dimethyl-1-methanesulfonyl-5-phenylseleno-indoline CC1N(C2=CC=C(C=C2C1C)[Se]C1=CC=CC=C1)S(=O)(=O)C